4-fluoro-2-isopropoxyphenyl-boronic acid FC1=CC(=C(C=C1)B(O)O)OC(C)C